ClC=1C=C2C=C(NC2=CC1OCC1=CC(=NO1)C)CNC(C[C@H]1COCC1)=O (S)-N-((5-chloro-6-((3-methylisoxazol-5-yl)methoxy)-1H-indol-2-yl)methyl)-2-(tetrahydrofuran-3-yl)acetamide